(R)-1-(3-Fluorophenyl)-2-((2-methyl-1-((S)-tetrahydro-2H-pyran-3-yl)propan-2-yl)amino)ethan-1-ol FC=1C=C(C=CC1)[C@H](CNC(C[C@H]1COCCC1)(C)C)O